C1(=CC=CC=C1)C(C1=C(C(=CC2=NC3=CC=CC=C3C=C12)CS(=O)(=O)[O-])C)C1=CC=CC=C1 (2R,3S)-1-(diphenylmethyl)-2-methylacrid-3-yl-methanesulfonate